C(C)OC(=O)N1N=CC=C1NC1=CC2=C(N(S(C2)(=O)=O)C)C=C1 5-((1-methyl-2,2-dioxo-1,3-dihydrobenzo[c]isothiazol-5-yl)amino)-1H-pyrazole-1-carboxylic acid ethyl ester